4-((3-ethyl-6-fluoro-4-oxo-3,4-dihydroquinazolin-2-yl)methyl)-N-hydroxybenzamide C(C)N1C(=NC2=CC=C(C=C2C1=O)F)CC1=CC=C(C(=O)NO)C=C1